C(C(=C)C)(=O)N.N[C@H](CC1=CNC2=CC=CC=C12)C(=O)O D-tryptophan-methacrylamide